5-bromo-2-(3-methoxybenzyl)-7-((2-(methylamino)-1H-imidazol-1-yl)methyl)-3,4-dihydroisoquinolin-1(2H)-one BrC1=C2CCN(C(C2=CC(=C1)CN1C(=NC=C1)NC)=O)CC1=CC(=CC=C1)OC